(S)-2-((4-(6-((1-ethyl-1H-indazol-5-yl)methoxy)pyridin-2-yl)piperidine-1-yl)methyl)-1-(oxetan-2-ylmethyl)-1H-benzo[d]imidazole-6-carboxylate C(C)N1N=CC2=CC(=CC=C12)COC1=CC=CC(=N1)C1CCN(CC1)CC1=NC2=C(N1C[C@H]1OCC1)C=C(C=C2)C(=O)[O-]